2-(1-methylisoquinolin-5-yl)-2-(3-(5-(1,2,3,4-tetrahydro-1,8-naphthyridin-2-yl)pentyloxy)azetidin-1-yl)acetic acid CC1=NC=CC2=C(C=CC=C12)C(C(=O)O)N1CC(C1)OCCCCCC1NC2=NC=CC=C2CC1